P(O)(=O)(OP(=O)(O)OP(=O)(O)O)OCC1=C[C@H]([C@@H](O1)N1C(=O)N=C(N)C=C1)O[Si](C)(C)C(C)(C)C 2'-O-(tert-butyldimethylsilyl)-3'-deoxy-3',4'-didehydrocytidine-5'-triphosphate